NCC(C)N1C=NC2=C(C1=O)C=C(N=C2C=2C=NC=CC2)C2=CC=C(C=C2)N2CCOCC2 3-(1-Aminoprop-2-yl)-6-(4-morpholinophenyl)-8-(pyridin-3-yl)pyrido[3,4-d]pyrimidin-4(3H)-one